N1=C(C=NC2=CC=CC=C12)C=1C=NN(C1)C1CCN(CC1)C=1C=C(C=CC1)CCN 2-[3-[4-(4-quinoxalin-2-ylpyrazol-1-yl)-1-piperidyl]phenyl]ethanamine